C(\C=C\CCCCCCCC)(=O)OCCCCCCCCBr (E)-5-Bromopentyl-3-propyl undecenoate